O1CCN(CC1)CCN1N=CC(=C1)C=1C(=NOC1C1=NC=CN=C1)C(=O)N (1-(2-morpholinoethyl)-1H-pyrazol-4-yl)-5-(pyrazin-2-yl)isoxazole-3-carboxamide